O1C=C(C2=C1C=CC=C2)C[C@@H](C)NC |r| (2R) and (2S)-1-(benzofuran-3-yl)-N-methylpropan-2-amine